15,15'-((5'-methyl-4-pentyl-2'-(prop-1-en-2-yl)-1',2',3',4'-tetrahydro-[1,1'-biphenyl]-2,6-diyl)bis(oxy))bis(2,5,8,11,14-pentaoxahexadecane) CC=1CCC(C(C1)C1=C(C=C(C=C1OC(OCCOCCOCCOCCOC)C)CCCCC)OC(OCCOCCOCCOCCOC)C)C(=C)C